ON=C1CC(C1)CC1CN(C1)C(=O)OC(C)(C)C tert-butyl 3-[(3-hydroxyiminocyclobutyl)methyl]azetidine-1-carboxylate